OC(=O)C(F)(F)F.C(CC)NC(=O)C1CNCCC1 N-propylpiperidine-3-carboxamide TFA salt